C1(CCCCC1)C[C@@H](C(=O)N[C@H](C(O)P(=O)(OCC)OCC)CCC(=O)N1CCOC2=C(C1)C=CC=C2)NC(OCCC)=O Propyl ((2S)-3-cyclohexyl-1-(((2S)-1-(diethoxyphosphoryl)-5-(2,3-dihydrobenzo[f][1,4]oxazepin-4(5H)-yl)-1-hydroxy-5-oxopentan-2-yl)amino)-1-oxopropan-2-yl)carbamate